C(C)OC(CN(CC1=CC=CC=C1)C(=O)O)=O carboxybenzyl-glycine ethyl ester